FC1=C(C=C(C=C1)F)C1=CC=C(N=N1)NC1[C@@H]2CN(C[C@H]12)CC1=C(C=CC=C1)F (1r,5s,6s)-N-[6-(2,5-difluorophenyl)pyridazin-3-yl]-3-[(2-fluorophenyl)methyl]-3-azabicyclo[3.1.0]hexan-6-amine